C(C)P(C1=CC=CC=C1)(C(C1=C(C=C(C=C1C)C)C)=O)=O Ethyl-(2,4,6-trimethylbenzoyl)phenylphosphine oxide